C(C)(C)(C)OC(=O)NCC=1N=C2N(C=C(C=C2CC(=O)OC)C2CC2)C1 methyl 2-(2-(((tert-butoxycarbonyl)amino)methyl)-6-cyclopropylimidazo[1,2-a]pyridin-8-yl)acetate